2-(3,3-dimethylazetidin-1-yl)ethanamine CC1(CN(C1)CCN)C